(2S)-2-(3-(tert-butyl)ureido)-N-((2-(2,6-dioxopiperidin-3-yl)-1-oxoisoindolin-5-yl)methyl)-2-phenylacetamide C(C)(C)(C)NC(N[C@H](C(=O)NCC=1C=C2CN(C(C2=CC1)=O)C1C(NC(CC1)=O)=O)C1=CC=CC=C1)=O